(E)-4-(2-(anthracene-9-yl)vinyl)-2-fluoro-pyridine C1=CC=CC2=CC3=CC=CC=C3C(=C12)/C=C/C1=CC(=NC=C1)F